C1=CC2=C(C=C1C(=O)O)C(=O)OC2=O benzene-1,2,4-tricarboxylic anhydride